(2S,6R)-2-(1-cyclopropyl-1H-pyrazol-4-yl)-4-(4-(2,4-difluorophenyl)-7-methylpteridin-2-yl)-6-methylmorpholine C1(CC1)N1N=CC(=C1)[C@H]1CN(C[C@H](O1)C)C1=NC2=NC(=CN=C2C(=N1)C1=C(C=C(C=C1)F)F)C